tert-butyl 4-(4-(4,4,5,5-tetramethyl-1,3,2-dioxaborolan-2-yl)-1H-pyrazol-1-yl)isoxazolidine-2-carboxylate CC1(OB(OC1(C)C)C=1C=NN(C1)C1CN(OC1)C(=O)OC(C)(C)C)C